FC(OC1=CC(=NN1)NC1=CN=CC(=N1)O[C@@H]1[C@@](CN(CC1)C(=O)OC(C)(C)C)(C)F)F tert-butyl (3S,4S)-4-((6-((5-(difluoromethoxy)-1H-pyrazol-3-yl)amino)pyrazin-2-yl)oxy)-3-fluoro-3-methylpiperidine-1-carboxylate